CC1=C(C(OC2=CC=CC=C12)=O)C1=CC=C(C=C1)C=O methyl-3-(4-formylphenyl)coumarin